CN1N=C(C=C1C)NC1=NC=C(C(=N1)C1=CNC2=C(C=CC=C12)N1C(C2=CC=CC(=C2C1)C=1NC=CC1)=O)C 2-(3-(2-((1,5-dimethyl-1H-pyrazol-3-yl)amino)-5-methylpyrimidin-4-yl)-1H-indol-7-yl)-4-(1H-pyrrol-2-yl)isoindolin-1-one